ethyl β-ethoxypropionate C(C)OCCC(=O)OCC